O1C(CC1)CC1CN(C(O1)=O)C1=NC2=C(OCC(N2COCC[Si](C)(C)C)=O)N=C1 Racemic-6-[5-(oxetan-2-ylmethyl)-2-oxo-oxazolidin-3-yl]-4-(2-trimethylsilylethoxymethyl)pyrazino[2,3-b][1,4]oxazin-3-one